methyl 4-[(3-nitro-6-phenylpyridin-2-yl) amino]benzoate [N+](=O)([O-])C=1C(=NC(=CC1)C1=CC=CC=C1)NC1=CC=C(C(=O)OC)C=C1